tert-butyl (4R)-4-[3-iodo-6-(1-methylpyrazol-4-yl)pyrazolo[1,5-a]pyrazin-4-yl]oxyazepane-1-carboxylate IC=1C=NN2C1C(=NC(=C2)C=2C=NN(C2)C)O[C@H]2CCN(CCC2)C(=O)OC(C)(C)C